BrCC(=O)C1[C@H]2CN(C[C@@H]12)C(=O)OC(C)(C)C tert-butyl (1r,5s,6r)-6-(bromoacetyl)-3-azabicyclo[3.1.0]hexane-3-carboxylate